tert-butyl 4-(2-fluoro-4-(4,4,5,5-tetramethyl-1,3,2-dioxaborolan-2-yl)benzyl)-3-oxopiperazine-1-carboxylate FC1=C(CN2C(CN(CC2)C(=O)OC(C)(C)C)=O)C=CC(=C1)B1OC(C(O1)(C)C)(C)C